C1(CC1)C1=NNC2=CC=C(C(=C12)C1=C(C=C2C(=NC(=NC2=C1F)N1CC(C1)N(C)C)N1C[C@H](N(C[C@@H]1C)C(C=C)=O)C)C(F)(F)F)C 1-((2R,5S)-4-(7-(3-cyclopropyl-5-methyl-1H-indazol-4-yl)-2-(3-(dimethylamino)azetidin-1-yl)-8-fluoro-6-(trifluoromethyl)quinazolin-4-yl)-2,5-dimethylpiperazin-1-yl)prop-2-en-1-one